FC1=C(C=C(C=C1)C(C)O)C(F)(F)F 1-(4-fluoro-3-(trifluoromethyl)phenyl)ethan-1-ol